C(C1=CC=CC=C1)C(C(=O)O)(C(=O)O)OC[C@H]1O[C@H]([C@@H]([C@@]1(O)C#C)O)N1C2=NC(=NC(=C2N=C1)N1C[C@@H](CC1)CO)Cl 2-benzyl-2-(((2R,3S,4R,5R)-5-(2-chloro-6-((R)-3-(hydroxymethyl)-pyrrolidin-1-yl)-9H-purin-9-yl)-3-ethynyl-3,4-dihydroxytetrahydrofuran-2-yl)methoxy)malonic acid